FC(CN1C(=NC=2C1=NC(=CC2)C=2C=CN1N=C(N=CC12)N[C@@H]1[C@H](COC1)O)C)F (3R,4S)-4-((5-(3-(2,2-difluoroethyl)-2-methyl-3H-imidazo[4,5-b]pyridin-5-yl)pyrrolo[2,1-f][1,2,4]triazin-2-yl)amino)tetrahydrofuran-3-ol